4-(5-(3,5-dichlorophenyl)-5-(trifluoromethyl)-4,5-dihydroisoxazol-3-yl)-2-methyl-N-(2-oxo-2-((2,2,2-trifluoroethyl)amino)ethyl)-benzamide ClC=1C=C(C=C(C1)Cl)C1(CC(=NO1)C1=CC(=C(C(=O)NCC(NCC(F)(F)F)=O)C=C1)C)C(F)(F)F